BrC=1C=CC=C2CCNC(C12)=O 8-bromo-1,2,3,4-tetrahydroisoquinolin-1-one